chloro-(2-chlorothiazol-5-yl)magnesium Cl[Mg]C1=CN=C(S1)Cl